ClC1=NC(=NC(=C1)O[C@@H](C)[C@H]1N(C[C@H](C1)F)C)C1=NOC(=C1)C(C)(C)C1=C(C=CC=C1F)F 4-Chloro-2-{5-[2-(2,6-difluorophenyl)propan-2-yl]-1,2-oxazol-3-yl}-6-[(S)-1-[(2S,4S)-4-fluoro-1-methylpyrrolidin-2-yl]ethoxy]pyrimidine